1-(4-isopropylphenyl)-2-Hydroxy-2-methylpropane-1-one C(C)(C)C1=CC=C(C=C1)C(C(C)(C)O)=O